BrC1=CC(=NN1C1=C(C=CC=C1)F)C 5-bromo-1-(2-fluorophenyl)-3-methyl-1H-pyrazole